3-((tert-butyldimethylsilyl)oxy)-4-(1,3-dioxolan-2-yl)benzaldehyde [Si](C)(C)(C(C)(C)C)OC=1C=C(C=O)C=CC1C1OCCO1